CS(=O)(=O)OCC1=CC=C(C=C1)S(=O)(=O)C1CN(CC(C1)C1=CC=CC=C1)S(=O)(=O)C 4-((1-(methylsulfonyl)-5-phenylpiperidin-3-yl)sulfonyl)benzyl methanesulfonate